5-(cyclopropyloxy)pyridin-3-amine C1(CC1)OC=1C=C(C=NC1)N